COC1=C(C=CC=C1)NC1=NC=C2C(=N1)N(C(NC2=O)=O)C2=CC=CC=C2 7-[(2-methoxyphenyl)amino]-1-phenyl-3H-pyrimido[4,5-d][1,3]diazine-2,4-dione